1-((S)-3-(4-(((R)-1-(3-(difluoromethyl)-2-fluorophenyl)ethyl)amino)quinolin-6-yl-2-d)-3-methoxypyrrolidin-1-yl)-2-methylpropan-1-one FC(C=1C(=C(C=CC1)[C@@H](C)NC1=CC(=NC2=CC=C(C=C12)[C@@]1(CN(CC1)C(C(C)C)=O)OC)[2H])F)F